NC1=NC(=NN1S(=O)(=O)C1=CC2=CC=CC=C2C=C1)NC1=CC(=C(C#N)C=C1)Cl 4-[[5-amino-1-(2-naphthylsulfonyl)-1,2,4-triazol-3-yl]amino]-2-chloro-benzonitrile